2-(3-(3-(((S)-1-((S)-tetrahydrofuran-2-yl)ethyl)carbamoyl)-1H-pyrazol-5-yl)phenyl)oxazole-5-carboxamide O1[C@@H](CCC1)[C@H](C)NC(=O)C1=NNC(=C1)C=1C=C(C=CC1)C=1OC(=CN1)C(=O)N